2-(isopropyl(methyl)amino)-1-(4-(3-isopropyl-2-(8-methyl-[1,2,4]triazolo[1,5-a]pyridin-6-yl)-1H-indol-5-yl)piperidin-1-yl)ethan-1-one C(C)(C)N(CC(=O)N1CCC(CC1)C=1C=C2C(=C(NC2=CC1)C=1C=C(C=2N(C1)N=CN2)C)C(C)C)C